CCCCC/C=C\\C/C=C\\C=C\\C(C/C=C\\CCCC(=O)[O-])O The molecule is an icosanoid anion that is the conjugate base of 8-HETE arising from deprotonation of the carboxylic acid function; major species at pH 7.3. It is an icosanoid anion, a long-chain fatty acid anion, a polyunsaturated fatty acid anion and a hydroxy fatty acid anion. It is a conjugate base of an 8-HETE.